N-(4-((2-(1,1-difluoroethyl)-6-methylpyrimidin-4-yl)amino)-5-((1-methylcyclopropyl)methoxy)pyridin-2-yl)acetamide FC(C)(F)C1=NC(=CC(=N1)NC1=CC(=NC=C1OCC1(CC1)C)NC(C)=O)C